7-(5-acryloyl-1-oxo-2,5,8-triazaspiro[3.5]nonan-8-yl)-9-chloro-10-(2,4-difluorophenyl)-2,3-dihydro-5H-[1,4]thiazino[2,3,4-ij]quinazolin-5-one C(C=C)(=O)N1C2(CNC2=O)CN(CC1)C1=NC(N2C3=C(C(=C(C=C13)Cl)C1=C(C=C(C=C1)F)F)SCC2)=O